N1(C=NC=C1)C(=O)N1CCOCC1 1H-imidazol-1-yl-(morpholino)methanone